ClC=1C(=C(C=CC1)[C@H](NC(=O)N1[C@@H](C(NCC1)=O)C)[C@@H]1C[C@H](C1)C(F)(F)F)F (2R)-N-((R)-(3-chloro-2-fluorophenyl)(trans-3-(trifluoromethyl)cyclobutyl)methyl)-2-methyl-3-oxopiperazine-1-carboxamide